4-[6-(Benzoyl-methyl-amino)-4-cyano-3-hydroxy-pyridin-2-yl]-4-oxo-butyric acid ethyl ester C(C)OC(CCC(=O)C1=NC(=CC(=C1O)C#N)N(C)C(C1=CC=CC=C1)=O)=O